9H-Fluoren-9-yl(4-methyl-2-oxo-2H-chromen-7-yl)(S)-phenylphosphonate C1=CC=CC=2C3=CC=CC=C3C(C12)C=1C(=C(C=CC1)P([O-])([O-])=O)C1=CC=C2C(=CC(OC2=C1)=O)C